1-({3,4-difluoro-2-[(2-fluoro-4-iodophenyl)amino]phenyl}carbonyl)-3-{[(3-pyrrolidin-1-ylpropyl)amino]methyl}azetidin-3-ol FC=1C(=C(C=CC1F)C(=O)N1CC(C1)(O)CNCCCN1CCCC1)NC1=C(C=C(C=C1)I)F